N-(2-((5-carboxy-3-((phenylmethyl)sulfonamido)pyridin-2-yl)oxy)ethyl)-N-isopropylpropan-2-aminium chloride [Cl-].C(=O)(O)C=1C=C(C(=NC1)OCC[NH+](C(C)C)C(C)C)NS(=O)(=O)CC1=CC=CC=C1